N-((1-ethylcyclohexyl)methyl)-2-(2-oxo-2,3-dihydro-1H-pyrido[2,3-b][1,4]thiazin-3-yl)acetamide C(C)C1(CCCCC1)CNC(CC1C(NC2=C(S1)N=CC=C2)=O)=O